BrC1=C(C=C(C=C1Cl)NC1=NC=C(C(=N1)N[C@H]1[C@@H](CCCC1)C#N)F)CO[Si](C)(C)C(C)(C)C (trans)-2-((2-((4-bromo-3-(((tert-butyldimethylsilyl)oxy)methyl)-5-chlorophenyl)amino)-5-fluoropyrimidin-4-yl)amino)cyclohexane-1-carbonitrile